N-(1-hydroxy-3,3-dimethylbut-2-yl)pyrazolo[1,5-a]Pyrimidine-3-carboxamide OCC(C(C)(C)C)NC(=O)C=1C=NN2C1N=CC=C2